(5Z)-5-[[1-(2-fluorophenyl)pyrazol-4-yl]methylene]-2-thioxo-thiazolidin-4-one FC1=C(C=CC=C1)N1N=CC(=C1)\C=C/1\C(NC(S1)=S)=O